FC(C1=CC(=NC=C1)C1=CC=C(C=C1)C(C(=O)N)=C)(F)F (4-(4-(trifluoromethyl)pyridin-2-yl)phenyl)acrylamide